C(C)(C)(C)OC(=O)N(C1=CC(=NC=2N1N=CC2C2CC2)NC[C@@H]2[C@H](CN(CC2)C(=O)OC(C)(C)C)O)CC2=C(C=C(C=C2)C2=NC=CC=N2)F tert-butyl (3R,4R)-4-(((7-((tert-butoxycarbonyl)(2-fluoro-4-(pyrimidin-2-yl)benzyl)amino)-3-cyclopropylpyrazolo[1,5-a]pyrimidin-5-yl)amino)methyl)-3-hydroxypiperidine-1-carboxylate